silicon cyclopentyl-(tetramethyl-cyclopentadienyl)(cyclopentadienyl)zirconium dichloride [Cl-].[Cl-].C1(CCCC1)[Zr+](C1C=CC=C1)C1(C(=C(C(=C1)C)C)C)C.[Si+4]